C1(CCCC1)OC1=CC(=C(C=C1)[N+](=O)[O-])F 4-(cyclopentyloxy)-2-fluoro-1-nitrobenzene